N-((1,2,3,5,6,7-hexahydro-s-indacen-4-yl)carbamoyl)-6-methyl-6-(trifluoromethyl)-N'-trityl-6,7-dihydro-5H-pyrazolo[5,1-b][1,3]oxazine-3-sulfonimidamide C1CCC2=C(C=3CCCC3C=C12)NC(=O)NS(=O)(=NC(C1=CC=CC=C1)(C1=CC=CC=C1)C1=CC=CC=C1)C=1C=NN2C1OCC(C2)(C(F)(F)F)C